1-(2-(6-fluoronaphthalen-1-yl)ethyl)pyrrolidine fumarate C(\C=C\C(=O)O)(=O)O.FC=1C=C2C=CC=C(C2=CC1)CCN1CCCC1